α-amino-n-butyric acid NC(C(=O)O)CC